heptacosane myristate C(CCCCCCCCCCCCC)(=O)O.CCCCCCCCCCCCCCCCCCCCCCCCCCC